NCC(C(=O)N)(C)C 3-amino-2,2-dimethyl-propionamide